C1=CC=C2C(=C1)C3=C(C=C(C=C3)Br)C4=CC=CC=C24 2-bromobenzo[9,10]phenanthrene